5,6,7,8-tetrafluoro-1-(N-carbazolyl)-4-(2-thienyl)phthalazine FC1=C2C(=NN=C(C2=C(C(=C1F)F)F)N1C2=CC=CC=C2C=2C=CC=CC12)C=1SC=CC1